C(C)(C)C=1C=CC(=NC1)OC1=C(C=C(C=C1)NC(=O)C1(CCC(CC1)OC)C(=O)N)C ((4-((5-isopropylpyridin-2-yl)oxy)-3-methylphenyl)carbamoyl)-4-methoxycyclohexane-1-carboxamide